C(C)(C)(C)OC(=O)N[C@@H]1CCCC([C@@H]1NC(OCC1C2=CC=CC=C2C=2C=CC=CC12)=O)(F)F 9H-fluoren-9-ylmethyl N-[(1R,6R)-6-(tert-butoxycarbonylamino)-2,2-difluoro-cyclohexyl]carbamate